C(C1=CC=CC=C1)=O benzaldehyde